1-Octylboronic acid C(CCCCCCC)B(O)O